3-(3-oxo-2,8-diazaspiro[4.5]decan-8-yl)-9-azabicyclo[3.3.1]nonane-9-carboxylic acid prop-2-yn-1-yl ester C(C#C)OC(=O)N1C2CC(CC1CCC2)N2CCC1(CC(NC1)=O)CC2